C(C)OC1=C(C=C2CCN(C(C2=C1)CCC1=CNC2=CC=C(C=C12)OC)C(=C)N1CCOCC1)OC 4-(1-(7-ethoxy-6-methoxy-1-(2-(5-methoxy-1H-indol-3-yl)ethyl)-3,4-dihydroisoquinolin-2(1H)-yl)ethenyl)morpholine